F[C@@H]1[C@@H](C1)C(=O)NC=1C=C2C(=CN1)N(C(=C2)C=2C(=NC=NC2NC)OC)C (1S,2S)-2-fluoro-N-(2-(4-methoxy-6-(methylamino)pyrimidin-5-yl)-1-methyl-1H-pyrrolo[2,3-c]pyridin-5-yl)cyclopropane-1-carboxamide